N-((5-phenoxy-1-(4-(trifluoromethyl)phenyl)-1H-indazol-3-yl)methyl)methanesulfonamide O(C1=CC=CC=C1)C=1C=C2C(=NN(C2=CC1)C1=CC=C(C=C1)C(F)(F)F)CNS(=O)(=O)C